BrC1=CSC2=C1CN(CC2)C(=O)OC(C)(C)C tert-butyl 3-bromo-6,7-dihydrothieno[3,2-c]pyridine-5(4H)-carboxylate